NCC=1C=C(C=CC1)C=1C=C2C(=NN(C2=CC1)C1CCCCC1)COC1=C(C=CC=C1)CC(=O)OCC ethyl 2-(2-((5-(3-(aminomethyl)phenyl)-1-cyclohexyl-1H-indazol-3-yl)methoxy)phenyl)acetate